6-isooctyl-2,4-xylenol C(CCCCC(C)C)C=1C=C(C=C(C1O)C)C